2-[[(1R)-1-[3,6-dimethyl-2-(2-methylindol-5-yl)-4-oxo-chromen-8-yl]ethyl]amino]benzoyl chloride CC1=C(OC2=C(C=C(C=C2C1=O)C)[C@@H](C)NC1=C(C(=O)Cl)C=CC=C1)C=1C=C2C=C(NC2=CC1)C